alpha-(4-cyanophenyl)-alpha-ketoacetic acid methyl ester COC(C(=O)C1=CC=C(C=C1)C#N)=O